NCCCC=1C2=CN(N=C2C=C(C1NC=1N(C(N(C(N1)=O)C1=CN=CC2=CC=CC(=C12)CCC(=O)O)=O)CC1=C(C=C(C(=C1)F)F)F)Cl)C 3-(4-(4-((4-(3-aminopropyl)-6-chloro-2-methyl-2H-indazol-5-yl)amino)-2,6-dioxo-3-(2,4,5-trifluorobenzyl)-3,6-dihydro-1,3,5-triazin-1(2H)-yl)isoquinolin-5-yl)propanoic acid